(1S,3S,5R)-3-methyl-5-(8-(trifluoromethyl)quinolin-5-yl)cyclohexylamine C[C@@H]1C[C@@H](C[C@@H](C1)C1=C2C=CC=NC2=C(C=C1)C(F)(F)F)N